(1S,2R,3S,4R)-2,3-dihydroxyl-N-meth-yl-4-(6-(((4-methylpyridin-2-yl)meth-yl)amino)-2-(pyridin-3-yl)-9H-purin-9-yl)cyclopentaneformamide O[C@@H]1[C@H](C[C@H]([C@@H]1O)N1C2=NC(=NC(=C2N=C1)NCC1=NC=CC(=C1)C)C=1C=NC=CC1)C(=O)NC